NC1(CCN(CC1)C(=O)OC(C)(C)C)C tert-Butyl 4-amino-4-methyl-piperidine-1-carboxylate